OCC(COCC(CNC(NCCCCCC(=O)O)=O)COCC(CO)CO)CO 6-(3-(3-(3-hydroxy-2-(hydroxymethyl)propoxy)-2-((3-hydroxy-2-(hydroxymethyl)propoxy)methyl)propyl)ureido)hexanoic acid